2-[3-(methoxymethyl)-2,2-dimethyl-cyclopent-3-en-1-yl]prop-2-en-1-ol COCC=1C(C(CC1)C(CO)=C)(C)C